F[C]F Difluorocarbene